2-[5-(difluoromethyl)-6-[(2S)-2-(hydroxymethyl)morpholin-4-yl]pyridazin-3-yl]-3,5-dimethyl-phenol FC(C=1C=C(N=NC1N1C[C@H](OCC1)CO)C1=C(C=C(C=C1C)C)O)F